tert-butyl rac-(2R)-4-[6-bromo-1-[5-(difluoromethyl)-1,3,4-thiadiazol-2-yl]-3-methyl-2-oxo-benzimidazol-4-yl]-2-methyl-piperazine-1-carboxylate BrC=1C=C(C2=C(N(C(N2C)=O)C=2SC(=NN2)C(F)F)C1)N1C[C@H](N(CC1)C(=O)OC(C)(C)C)C |r|